4,4'-bis(4-isopropyl-phenoxy)-benzophenone C(C)(C)C1=CC=C(OC2=CC=C(C(=O)C3=CC=C(C=C3)OC3=CC=C(C=C3)C(C)C)C=C2)C=C1